COC1=CC=C(C=C1)C=1N=C2N(C(C1)=O)C=C(C=C2)N2CCN(CCC2)C 2-(4-methoxyphenyl)-7-(4-methyl-1,4-diazacycloheptan-1-yl)-4H-pyrido[1,2-a]pyrimidin-4-one